3,6-Dichloro-N-[2-(4-methoxyphenyl)ethyl]pyridazin ClC=1NN(C(=CC1)Cl)CCC1=CC=C(C=C1)OC